C(C=C)OC(=O)N1CC(CC1)N1C(C(CC1)Cl)=O 3-chloro-2-oxo-[1,3']bipyrrolidinyl-1'-carboxylic acid allyl ester